N-(6-((1H-pyrazol-1-yl)methyl)-2,3,4,5-tetrahydrooxepino[3',2':5,6]benzo[1,2-d]isoxazol-10-yl)-2,4-dimethoxy-6-methylpyridine-3-sulfonamide N1(N=CC=C1)CC1=CC2=C(C(=NO2)NS(=O)(=O)C=2C(=NC(=CC2OC)C)OC)C2=C1CCCCO2